P(=O)([O-])([O-])[O-].[Ca+2].[Ca+2] Dicalcium phosphat